5-FLUORO-6-HYDROXYINDOLE-3-CARBOXALDEHYDE FC=1C=C2C(=CNC2=CC1O)C=O